C(C)(C)(C)OC(=O)N1C[C@@H]2[C@H](C1)CC(C2)O (3aR,5r,6aS)-5-Hydroxyhexahydrocyclopenta[c]pyrrole-2(1H)-carboxylic acid tert-butyl ester